OC1=C(C=CC(=C1)C(F)(F)F)C1=C(C=C(N=N1)N[C@H]1CN(CCC1)CC(=O)N1CCC(CC1)CO)C (R)-2-(3-((6-(2-Hydroxy-4-(trifluoromethyl)phenyl)-5-methylpyridazin-3-yl)amino)piperidin-1-yl)-1-(4-(hydroxymethyl)piperidin-1-yl)ethan-1-one